ClC1=CC=C(C=C1)[C@H](N1C(OCC1)=O)C1=NC=C(C=C1)C(F)(F)F (S)-N-((S)-(4-chlorophenyl)(5-(trifluoromethyl)pyridin-2-yl)methyl)-2-oxo-oxazolidine